N-((3R,5R)-1-Cyano-5-(methoxymethyl)pyrrolidin-3-yl)-5-(3-(trifluoromethyl)phenyl)oxazole-2-carboxamide C(#N)N1C[C@@H](C[C@@H]1COC)NC(=O)C=1OC(=CN1)C1=CC(=CC=C1)C(F)(F)F